FC=1C(=C(C=CC1F)[C@H]1[C@@H](O[C@]([C@H]1C)(C(F)(F)F)C)C(=O)NC1=CC(=NC=C1)C(=O)NOC)OC 4-((2R,3S,4S,5R)-3-(3,4-Difluoro-2-methoxyphenyl)-4,5-dimethyl-5-(trifluoromethyl)tetrahydrofuran-2-carboxamido)-N-methoxypicolinamide